C(C=C)OC(C(C)(C)OC(C1=C(C=C(C(=C1)N1C(NC(=CC1=O)C(F)F)=O)F)Cl)=O)=O 1-(Allyloxy)-2-methyl-1-oxopropan-2-yl-2-chloro-5-[4-(difluoromethyl)-2,6-dioxo-3,6-dihydropyrimidin-1(2H)-yl]-4-fluorobenzoate